di(3,5,5-trimethylhexanoyl)peroxide CC(CC(=O)OOC(CC(CC(C)(C)C)C)=O)CC(C)(C)C